P(=O)(OCC1OC(CC1O[Si](C)(C)C(C)(C)C)N1C(NC(C(=C1)F)=O)=O)(OCCOCCCCCCCCCCCCCCCC(F)(F)F)[O-].[NH4+] ammonium [3-[tert-butyl(dimethyl)silyl]oxy-5-(5-fluoro-2,4-dioxo-pyrimidin-1-yl)tetrahydrofuran-2-yl]methyl 2-(16,16,16-trifluorohexadecoxy)ethyl phosphate